C(C(=O)O)(=O)O.S1N=C(C2=C1C=CC=C2)N2CCN(CC2)CCCC(=O)N2C1=C(CCC3=C2C=CC=C3)C=CC=C1 4-[4-(benzo[d]isothiazol-3-yl)piperazin-1-yl]-1-(10,11-dihydro-5H-dibenzo[b,f]azepin-5-yl)butan-1-one oxalate salt